(2S)-1-(9H-fluoren-9-ylmethoxycarbonyl)-4,4-difluoro-piperidine-2-carboxylic acid C1=CC=CC=2C3=CC=CC=C3C(C12)COC(=O)N1[C@@H](CC(CC1)(F)F)C(=O)O